1-((2-aminopyridin-4-yl)methyl)-3-(4-cyclohexylphenyl)-5,5-dimethylimidazolidine-2,4-dione NC1=NC=CC(=C1)CN1C(N(C(C1(C)C)=O)C1=CC=C(C=C1)C1CCCCC1)=O